2-methoxyethyl(methyl)amine COCCNC